2-methyl-6-(methylsulfonyl)-7-(trifluoromethyl)pyrido[3,2-d]pyrimidin-4(3H)-one CC=1NC(C2=C(N1)C=C(C(=N2)S(=O)(=O)C)C(F)(F)F)=O